FC1=C(C(C=O)=C(C=C1)F)O 3,6-difluorosalicylaldehyde